S1(C=NC=C1)C1=NC(=NC=C1)NC1=CC=CC=C1 4-(thiazol-S-yl)-2-(phenylamino)pyrimidine